4-bromo-N-(8-(4,4-difluoropiperidin-1-yl)-2-methoxyquinolin-6-yl)-2-(6-azaspiro[2.5]octan-6-yl)benzamide BrC1=CC(=C(C(=O)NC=2C=C3C=CC(=NC3=C(C2)N2CCC(CC2)(F)F)OC)C=C1)N1CCC2(CC2)CC1